COC(=O)C1=C(C2=NC=CC(=C2S1)C1=C(C(=CC(=C1)F)F)F)N1CCOCC1 3-(morpholin-4-yl)-7-(2,3,5-trifluorophenyl)thieno[3,2-b]Pyridine-2-carboxylic acid methyl ester